C(C)(C)(C)OC(=O)N1OC(C[C@H]1C=1N=C(SC1)C(N)=O)O (3S)-3-(2-carbamoyl-thiazol-4-yl)-5-hydroxy-isoxazolidine-2-carboxylic acid tert-butyl ester